1-vinyl-3-methylimidazole iodonium salt [IH2+].C(=C)N1CN(C=C1)C